7-chloro-5-methyl-4-oxo-1-(1,2,4-thiadiazol-2-yl)-1,4-dihydro-1,8-naphthyridine-3-carboxylic acid ClC1=CC(=C2C(C(=CN(C2=N1)N1SC=NC1)C(=O)O)=O)C